4-[(3S)-3-amino-3-methylpyrrolidin-1-yl]-5-(3-chloro-5-fluorophenyl)-6-cyano-N-[(1,2-oxazol-3-yl)methyl]pyridine-3-carboxamide N[C@@]1(CN(CC1)C1=C(C=NC(=C1C1=CC(=CC(=C1)F)Cl)C#N)C(=O)NCC1=NOC=C1)C